CC1=CC=C(C=N1)CN1N=C2C3=C(CC4(C2=C1)CC4)OC(=C3C(F)(F)F)C(=O)OCC ethyl 2'-[(6-methylpyridin-3-yl) methyl]-8'-(trifluoromethyl)-2',5'-dihydrospiro[cyclopropane-1,4'-furo[2,3-g]indazole]-7'-carboxylate